C1(CCCCC1)C=1N=CC(=NC1)CN(C(=O)[C@@H]1N(CC1)S(=O)(=O)C1=C(C(=C(C(=C1F)F)F)F)F)C1=CC(=C(C=C1)C(NO)=O)O (R)-N-((5-cyclohexylpyrazin-2-yl)methyl)-N-(3-hydroxy-4-(hydroxycarbamoyl)phenyl)-1-((perfluorophenyl)sulfonyl)azetidine-2-carboxamide